ClC1=C(C=NN(C1=O)C1OCCN1)N1CC=2N=CN=C(C2CC1)OC=1C(=C(C#N)C=CC1)C(F)(F)F 3-([7-[5-Chloro-1-(oxazolidin-2-yl)-6-oxo-1,6-dihydropyridazin-4-yl]-5h,6h,7h,8h-pyrido[3,4-d]pyrimidin-4-yl]oxy)-2-(trifluoromethyl)benzonitrile